FC=1C(=CC2=C(C(C3=C(OC2)C=C2C(=C3)OCO2)=O)C1)NS(=O)(=O)C N-(9-fluoro-11-oxo-6,11-dihydro-[1,3]dioxolo[4',5':4,5]benzo[1,2-b]benzo[e]oxepin-8-yl)methanesulfonamide